(2S,3S)-dibenzoyltartaric acid C(C1=CC=CC=C1)(=O)C(C(C(=O)O)(O)C(C1=CC=CC=C1)=O)(O)C(=O)O